CN1C(=NC=C1C(C)N(S(=O)(=O)C)C=1C=NC2=CC(=NC(=C2C1)OC1CCC(CC1)NC1=NC=C(C=N1)OCCN1CCN(CC1)C)N1CCOCC1)[N+](=O)[O-] N-[1-(3-methyl-2-nitro-imidazol-4-yl)ethyl]-N-[5-[4-[[5-[2-(4-methylpiperazin-1-yl)ethoxy]pyrimidin-2-yl]amino]cyclohexoxy]-7-morpholino-1,6-naphthyridin-3-yl]methanesulfonamide